1-[3-(3-methyl-1H-pyrrolo[2,3-b]pyridin-4-yl)-2-[4-(trifluoromethyl)anilino]-6,7-dihydropyrazolo[1,5-a]pyrazin-5(4H)-yl]prop-2-en-1-one CC1=CNC2=NC=CC(=C21)C=2C(=NN1C2CN(CC1)C(C=C)=O)NC1=CC=C(C=C1)C(F)(F)F